(E)-3-{4-[(4-bromobutyl)oxy]-3-methoxyphenyl}acrylic acid methyl ester COC(\C=C\C1=CC(=C(C=C1)OCCCCBr)OC)=O